ethylhexyl methoxycinnamate (octylmethoxycinnamate) C(CCCCCCC)C(=C(C(=O)O)OC)C1=CC=CC=C1.COC(C(=O)OC(CCCCC)CC)=CC1=CC=CC=C1